4-(1-Ethyl-1H-1,2,3-triazol-4-yl)-1H-pyrrolo[2,3-b]pyridine C(C)N1N=NC(=C1)C1=C2C(=NC=C1)NC=C2